4,4',4'',4'''-(4-(2-(6-phenylpyridin-2-yl)phenyl)pyridine-2,3,5,6-tetrayl)tetrakis(9-phenyl-9H-carbazole) C1(=CC=CC=C1)C1=CC=CC(=N1)C1=C(C=CC=C1)C1=C(C(=NC(=C1C1=CC=CC=2N(C3=CC=CC=C3C12)C1=CC=CC=C1)C1=CC=CC=2N(C3=CC=CC=C3C12)C1=CC=CC=C1)C1=CC=CC=2N(C3=CC=CC=C3C12)C1=CC=CC=C1)C1=CC=CC=2N(C3=CC=CC=C3C12)C1=CC=CC=C1